BrC1=CC(=NC=C1)NC(=O)CCN1CC(NCC1)CC(=O)OC methyl 2-(4-{2-[(4-bromopyridin-2-yl)carbamoyl]ethyl}piperazin-2-yl)acetate